CC1CCC2C3CCC(C2=C1)C3 7-Methyl-octahydro-1,4-methylenenaphthalen